N-(2-hydroxy-3-lauroyl-oxypropyl)dimethyl-dodecyl-ammonium chloride [Cl-].OC(C[N+](CCCCCCCCCCCC)(C)C)COC(CCCCCCCCCCC)=O